NC1=NC(=C2N=CN(C2=N1)CC1=C(C=C(C=C1)N)F)C=1C=C(C#N)C=CC1 3-(2-amino-9-(4-amino-2-fluorobenzyl)-9H-purin-6-yl)-benzonitrile